C(C)C=1C(NC=2C=C(C=NC2C1)CN1CC2CCC(C1)N2C=2C=CC(=NC2)C(=O)NC)=O 5-(3-((7-ethyl-6-oxo-5,6-dihydro-1,5-naphthyridin-3-yl)methyl)-3,8-diazabicyclo[3.2.1]oct-8-yl)-N-methylpyridineamide